C1CC(=O)OC2=CC=CC=C21 The molecule is a chromanone that is the 3,4-dihydro derivative of coumarin. It has a role as a plant metabolite. It derives from a coumarin.